C(C1=CC=CC=C1)OC([C@@H](NC(=O)OC(C)(C)C)CO)=O boc-L-serine benzyl ester